CC=1N=C2N(N=C(C=C2C)C2=CC(=C3C(N(C=NC3=C2)C2CN(CC2)C(=O)OC(C)(C)C)=O)OC)C1 tert-butyl 3-(7-{2,8-dimethylimidazo[1,2-b]pyridazin-6-yl}-5-methoxy-4-oxoquinazolin-3-yl)pyrrolidine-1-carboxylate